C(C=C)(=O)NCC[N+](C)(C)C [2-(acrylamido)ethyl]trimethylammonium